ethyl 3-(5-chloro-2-fluoro-4-{5H,6H,7H-pyrrolo[3,4-b]pyridin-6-yl}phenyl)-3-oxopropanoate ClC=1C(=CC(=C(C1)C(CC(=O)OCC)=O)F)N1CC2=NC=CC=C2C1